N-benzhydryl-1,2-ethylenediamine C(C1=CC=CC=C1)(C1=CC=CC=C1)NCCN